tert-butyl (4-(4-amino-3-(4-((2-chlorophenyl)sulfonamido)-3-fluorophenyl)-1-isopropyl-1H-pyrazolo[4,3-c]pyridin-7-yl)cyclohex-3-en-1-yl)carbamate NC1=NC=C(C2=C1C(=NN2C(C)C)C2=CC(=C(C=C2)NS(=O)(=O)C2=C(C=CC=C2)Cl)F)C2=CCC(CC2)NC(OC(C)(C)C)=O